tert-butyl 1''-(2-(2,6-dioxopiperidin-3-yl)-1,3-dioxoisoindolin-5-yl)-[4,1':4',4''-terpiperidine]-1-carboxylate O=C1NC(CCC1N1C(C2=CC=C(C=C2C1=O)N1CCC(CC1)C1CCN(CC1)C1CCN(CC1)C(=O)OC(C)(C)C)=O)=O